Pyridinium Trifluoroacetate FC(C(=O)[O-])(F)F.[NH+]1=CC=CC=C1